benzodiazepine ammonium tetrafluoroborate salt F[B-](F)(F)F.[NH4+].N1N=CC=CC2=C1C=CC=C2